3-(4-Chlorophenyl)-1-[4-[2-(2,4-difluorophenyl)-2-hydroxy-3-(1,2,4-triazol-1-yl)propoxy]phenyl]prop-2-en-1-one ClC1=CC=C(C=C1)C=CC(=O)C1=CC=C(C=C1)OCC(CN1N=CN=C1)(O)C1=C(C=C(C=C1)F)F